(4S)-2-Methyl-N-[(1S)-1-(2-amino-2-oxo-ethyl)prop-2-ynyl]-5-[1-[4-(trifluoromethoxy)-phenyl]cyclopropanecarbonyl]-4,6-dihydropyrrolo[3,4-c]pyrazole-4-carboxamide CN1N=C2C(=C1)[C@H](N(C2)C(=O)C2(CC2)C2=CC=C(C=C2)OC(F)(F)F)C(=O)N[C@H](C#C)CC(=O)N